COC1=CC=C(C=C1)C(C#N)CC(=O)C1=CC=C(C=C1)[N+](=O)[O-] 2-(4-methoxyphenyl)-4-(4-nitrophenyl)-4-oxobutanenitrile